FC=1C=C(C(=O)NCC2=CC=CC3=C2N(N=N3)C)C=CC1OC(F)(F)F 3-fluoro-N-[(1-methyl-1H-benzotriazol-7-yl)methyl]-4-(trifluoromethoxy)-benzamide